N-nitro-5-amino-1,2,4-triazole [N+](=O)([O-])N1N=CN=C1N